FC(C1=CC=C(C=C1)C1=NC2=CC=CC=C2C(=N1)N1CC(C1)C(C(=O)N)=C)(F)F (1-(2-(4-(trifluoromethyl)phenyl)quinazolin-4-yl)azetidin-3-yl)acrylamide